2-((1,1-dioxidotetrahydrothiophen-3-yl)(neopentyl)amino)-2-oxoethyl (4-bromophenyl)sulfamate BrC1=CC=C(C=C1)NS(OCC(=O)N(CC(C)(C)C)C1CS(CC1)(=O)=O)(=O)=O